CC(C=CCCCC)C1C(=O)OC(C1)=O 2-(2-oct-3-enyl)succinic anhydride